((1S,2R)-2-(3-bromo-6-fluoro-2-methylphenyl)-1-(5-oxo-4,5-dihydro-1,3,4-oxadiazol-2-yl)propyl)-5-chloro-4-hydroxy-4-methyl-chroman-8-sulfonamide BrC=1C(=C(C(=CC1)F)[C@@H]([C@H](C=1OC(NN1)=O)C1OC2=C(C=CC(=C2C(C1)(C)O)Cl)S(=O)(=O)N)C)C